t-butylisopropyl-benzene C(C)(C)(C)C1=C(C=CC=C1)C(C)C